7-hydroxy-2-methyl-8-((1R,6R)-3-methyl-6-(prop-1-en-2-yl)cyclohex-2-en-1-yl)-2-(2-oxopropyl)-5-pentyl-4H-benzo[d][1,3]dioxin-4-one OC=1C=C(C2=C(OC(OC2=O)(CC(C)=O)C)C1[C@@H]1C=C(CC[C@H]1C(=C)C)C)CCCCC